O=C1NNCC1 3-OXOPYRAZOLIDINE